N-(4-iodopyridin-2-yl)isobutyramide IC1=CC(=NC=C1)NC(C(C)C)=O